3-benzyl-1-(trans-4-((5-cyano-4-((dicyclopropyl-methyl)amino)-pyrimidin-2-yl)-amino)cyclohexyl)-1-(5-(1-methyl-1H-pyrazol-4-yl)-pyridin-2-yl)urea C(C1=CC=CC=C1)NC(N(C1=NC=C(C=C1)C=1C=NN(C1)C)[C@@H]1CC[C@H](CC1)NC1=NC=C(C(=N1)NC(C1CC1)C1CC1)C#N)=O